5-amino-2-bromo-N-[(dimethylamino)methylidene]benzenesulfonamide NC=1C=CC(=C(C1)S(=O)(=O)N=CN(C)C)Br